(1S,2R)-aminoalcohol NO